C(C)OC=1C=CC(=NC1)C(=O)NC=1C=NC=CC1 5-ethoxy-N-(pyridin-3-yl)picolinamide